BrC=1C=CC=2N(C3=CC=C(C=C3C2C1)Br)C1=CC2=CC=CC=C2C=C1 3,6-dibromo-9-(naphthalen-2-yl)-9H-carbazole